BrC=1C(=C2C3=C(N=C(N=C3C1)NC1CCN(CC1)C1CC1)N1[C@H](CO2)CN(CC1)C(=O)OC(C)(C)C)Cl Tert-butyl (S)-5-bromo-6-chloro-2-((1-cyclopropylpiperidin-4-yl)amino)-8a,9,11,12-tetrahydropyrazino[2',1':3,4][1,4]oxazepino[5,6,7-de]quinazoline-10(8H)-carboxylate